C1(CC(CCC1)(C#N)C#N)C1CCCCC1 bicyclohexane-3,3-dimethanenitrile